C(CC)OCC(C)=C n-propoxy-isobutylen